ClC1=CC2=C(O[C@H](C(N2CC2=CC(=CC(=C2)F)F)=O)C)C(=C1NC(CC(C)(C([2H])([2H])[2H])C([2H])([2H])[2H])=O)F (S)-N-(6-chloro-4-(3,5-difluorobenzyl)-8-fluoro-2-methyl-3-oxo-3,4-dihydro-2H-benzo[b][1,4]oxazin-7-yl)-3,3-bis(methyl-d3)butanamide